F[C@H]1CN(CCC1)C(=O)C1=CC2=C(C=N1)C(=NN2CC(F)(F)F)NC2=NC=C(C=C2)F [(3R)-3-fluoro-piperidin-1-yl]-[3-(5-Fluoro-pyridin-2-ylamino)-1-(2,2,2-trifluoro-ethyl)-1H-pyrazolo[4,3-c]pyridin-6-yl]methanone